ClC=1C=C(C=C2C=CN(C12)S(=O)(=O)C1=CC=C(C=C1)C)OC 7-chloro-5-methoxy-1-(p-tolylsulfonyl)indole